ClC1=C(C=C(S1)C=1C=C2C(=NC1)C=NN2CC(=O)N(C)C)C 2-[6-(5-Chloro-4-methyl-2-thienyl)pyrazolo[4,3-b]pyridin-1-yl]-N,N-dimethyl-acetamide